C(C)N(C1=NC2=CC(=CC(=C2C(N1NC(=O)[C@H]1[C@H](C1)C1=CC=C(C=C1)Cl)=O)F)F)C cis-2-(4-Chloro-phenyl)-cyclopropanecarboxylic acid [2-(ethyl-methyl-amino)-5,7-difluoro-4-oxo-4H-quinazolin-3-yl]-amide